C1(CC1)C1=NN(C(=N1)[C@H](C)NC1=NC=NC2=C(C=C(C=C12)C(F)F)C1CC1)C=1SC(=CN1)C#N 2-[3-cyclopropyl-5-[(1S)-1-[[8-cyclopropyl-6-(difluoromethyl)quinazolin-4-yl]amino]ethyl]-1,2,4-triazol-1-yl]thiazole-5-carbonitrile